6-CYCLOPROPYL-1-METHYL-INDAZOL-7-AMINE C1(CC1)C1=CC=C2C=NN(C2=C1N)C